C1(CCCC1)N1C(=CC2=C1N=C(N=C2)NC2=NC=C(C=C2)N2CCN(CC2)CC2=C(C=CC=C2)NC2C(NC(CC2)=O)=O)C(=O)N(C)C 7-cyclopentyl-2-((5-(4-(2-((2,6-dioxopiperidin-3-yl)amino)benzyl)piperazin-1-yl)pyridin-2-yl)amino)-N,N-dimethyl-7H-pyrrolo[2,3-d]pyrimidine-6-carboxamide